C(C)(C)(C)C1=CC=C(OCC2CO2)C=C1 3-p-tert-butylphenoxy-1,2-propylene oxide